ClC[Si](C=C)(C=C)C (chloromethyl)(methyl)divinylsilane